2-amino-9-((2R,3S,4S,5R)-4-fluoro-3-hydroxy-5-(hydroxymethyl)tetrahydrofuran-2-yl)-7-(3,4-difluorobenzyl)-7,9-dihydro-8H-purin-8-one NC1=NC=C2N(C(N(C2=N1)[C@@H]1O[C@@H]([C@H]([C@H]1O)F)CO)=O)CC1=CC(=C(C=C1)F)F